(5-(8-cyclobutoxy-4-methyl-2-(methylamino)quinazolin-6-yl)-2-methoxypyridin-3-yl)-2,4-difluorobenzenesulfonamide C1(CCC1)OC=1C=C(C=C2C(=NC(=NC12)NC)C)C=1C=C(C(=NC1)OC)C=1C(=C(C=CC1F)S(=O)(=O)N)F